(S)-N-(1-amino-1-oxopropan-2-yl)-5-(6-carbamoylpyridin-2-yl)-1-(4-(trifluoromethyl)benzyl)-1H-indole-3-carboxamide NC([C@H](C)NC(=O)C1=CN(C2=CC=C(C=C12)C1=NC(=CC=C1)C(N)=O)CC1=CC=C(C=C1)C(F)(F)F)=O